OC1N(CCCC1)CC=1N=C(SC1)NC(=O)C1=C(OC(=C1)C1=CC(=CC=C1)C(F)(F)F)C N-(4-((2-hydroxypiperidin-1-yl)methyl)thiazol-2-yl)-2-methyl-5-(3-(trifluoromethyl)phenyl)furan-3-carboxamide